(2S)-1-((3-((2,4-difluorobenzyl)oxy)adamantan-1-yl)glycyl)-4-methylenepyrrolidine-2-carbonitrile FC1=C(COC23CC4(CC(CC(C2)C4)C3)NCC(=O)N3[C@@H](CC(C3)=C)C#N)C=CC(=C1)F